tert-butyl 3-(6-bromo-5-methoxythieno[3,2-b]pyridin-2-yl)-3-oxopropanoate BrC=1C=C2C(=NC1OC)C=C(S2)C(CC(=O)OC(C)(C)C)=O